COCCOC1CCC(CC1)NC(=O)C1=NC(=NC(=C1)C(F)(F)F)C1=CN=CN1C N-(4-(2-methoxyethoxy)cyclohexyl)-2-(1-methyl-1H-imidazol-5-yl)-6-(trifluoromethyl)pyrimidine-4-carboxamide